COC[C@@H](CO[C@H]1C(N(CC1)C1CCN(CC1)C1=NC=C(C=N1)C)=O)OC1=C(C(NN=C1)=O)C(F)(F)F 5-(((S)-1-methoxy-3-(((R)-1-(1-(5-methylpyrimidin-2-yl)piperidin-4-yl)-2-oxopyrrolidin-3-yl)oxy)propan-2-yl)oxy)-4-(trifluoromethyl)pyridazin-3(2H)-one